C(C1=CC=CC=C1)OC(=O)[C@H]1N([C@H]1C(C)C)CC1=CC=CC=C1 (2S,3S)-1-benzyl-3-isopropyl-aziridine-2-carboxylic acid benzyl ester